ClCC(=O)OCCCCCCCCCCOC1=CC=C(C=C1)OC1=CC=C(C=C1)N(C(CCl)=O)CC1=CC=CC=C1 10-(4-(4-(N-benzyl-2-chloroacetamido)phenoxy)phenoxy)decyl 2-chloroacetate